C(#N)C1=C(C=CC=C1B1OC(C(O1)(C)C)(C)C)C1=CC=2N(C(C(=CN2)CN(C(OC(C)(C)C)=O)CCO)=O)C=C1 tert-butyl ((8-(2-cyano-3-(4,4,5,5-tetramethyl-1,3,2-dioxaborolan-2-yl)phenyl)-4-oxo-4H-pyrido[1,2-a]pyrimidin-3-yl)methyl)(2-hydroxyethyl)carbamate